ClC1=C(C=CC(=C1)Cl)N1CCN(CC1)CC=1C=C2C(N(C(C2=CC1)=O)N1C(NC(CC1)=O)=O)=O 5-((4-(2,4-dichlorophenyl)piperazin-1-yl)methyl)-2-(2,4-dioxotetrahydropyrimidin-1(2H)-yl)isoindoline-1,3-dione